2-((2S,4R)-4-(hydroxymethyl)azetidin-2-yl)propan-2-ol OC[C@H]1C[C@H](N1)C(C)(C)O